N-methyl-6-(4-{[trans-4-{[4-(pentafluoro-λ6-sulfanyl)phenyl]Amino}cyclohexyl]sulfonyl}phenyl)pyridine-3-carboxamide CNC(=O)C=1C=NC(=CC1)C1=CC=C(C=C1)S(=O)(=O)[C@@H]1CC[C@H](CC1)NC1=CC=C(C=C1)S(F)(F)(F)(F)F